8-{4-[(3S)-2,3-dihydro[1,4]dioxino[2,3-b]pyridin-3-yl]benzyl}-2-methyl-2,8-diazaspiro[4.5]decan-1-one O1C[C@@H](OC2=NC=CC=C21)C2=CC=C(CN1CCC3(CCN(C3=O)C)CC1)C=C2